4,5-dichloro-2-octylisothiazolin ClC1CN(SC1Cl)CCCCCCCC